4-(2-chloro-6-(spiro[fluorene-9,9'-xanthen]-2-yl)phenyl)-2,6-diphenylpyrimidine ClC1=C(C(=CC=C1)C1=CC2=C(C=C1)C1=CC=CC=C1C21C2=CC=CC=C2OC=2C=CC=CC12)C1=NC(=NC(=C1)C1=CC=CC=C1)C1=CC=CC=C1